NC1=C(C=2C(=NC=C(C2)Cl)N1C1=C(C(=CC=C1C)O)C)C(=O)N1CC=2N(CC1)N=C(N2)C(F)(F)F (2-amino-5-chloro-1-(3-hydroxy-2,6-dimethylphenyl)-1H-pyrrolo[2,3-b]pyridin-3-yl)(2-(trifluoromethyl)-5,6-dihydro-[1,2,4]triazolo[1,5-a]pyrazin-7(8H)-yl)methanone